C1(CCC1)C(C)N 1-cyclobutylethane-1-amine